ethyl 6-chloro-4-(isopropylamino)-5-nitronicotinate ClC1=NC=C(C(=O)OCC)C(=C1[N+](=O)[O-])NC(C)C